[N+](=O)([O-])[Fe]S(=O)(=O)O nitro-sulfoiron